FC1=C2C=CN=C(C2=CC=C1)C(C)(C)NC(=O)[C@@H]1CN[C@@H](CO1)CO (2S,5R)-N-(2-(5-fluoroisoquinolin-1-yl)propan-2-yl)-5-(hydroxymethyl)morpholine-2-carboxamide